CC=1C(CCC1CC=CCC)=O 2-methyl-3-(2-pentenyl)-2-cyclopenten-1-one